ethylenoxide C1CO1